4-(phenyl-(2H-tetrazol-5-yl)methyl)piperazine-1-carboxylic acid benzyl ester C(C1=CC=CC=C1)OC(=O)N1CCN(CC1)C(C=1N=NNN1)C1=CC=CC=C1